S1C(=NC2=C1C=CC=C2)C2=CC=C(C=C2)NC(C(CN=CC2=C(C=CC=C2)O)N=CC2=C(C=CC=C2)O)=O N-(4-Benzothiazol-2-yl-phenyl)-2,3-bis-[(2-hydroxy-benzylidene)-amino]-propionamide